ClC1=C(C=CC=C1C1=NC=CC(=C1Cl)C1=NC(=C(C=C1)CNC[C@@H]1NC(CC1)=O)OC)NC(C1=NC=C(C(=C1)CN1CC(C1)COC)OC)=O (R)-N-(2-chloro-3-(3'-chloro-6-methoxy-5-((((5-oxopyrrolidin-2-yl)methyl)amino)methyl)-[2,4'-bipyridin]-2'-yl)phenyl)-5-methoxy-4-((3-(methoxymethyl)azetidin-1-yl)methyl)picolinamide